(3R,5R)-5-(3-((2-(methoxymethyl) pyrazolo[1,5-a]pyrazin-4-yl)amino)-1H-pyrazol-5-yl)tetrahydrofuran-3-yl(1,1-difluoro-2-methylpropan-2-yl)carbamate COCC1=NN2C(C(=NC=C2)NC2=NNC(=C2)[C@H]2C[C@H](CO2)N(C([O-])=O)C(C(F)F)(C)C)=C1